N-(5-((2-oxa-6-azaspiro[3.4]octan-6-yl)methyl)-4'-((2-(1,1-difluoroethyl)pyrimidin-4-yl)amino)-[2,3'-bipyridin]-6'-yl)acetamide C1OCC12CN(CC2)CC=2C=CC(=NC2)C=2C=NC(=CC2NC2=NC(=NC=C2)C(C)(F)F)NC(C)=O